OC(C(=O)OC(COC(CCCCCCCCCCCCCCCCC)=O)CO)(CCCCCCCCCCCCCCCC)O glycerol monostearate bishydroxystearate